C(C)(C)(C)OC(=O)N[C@H](C(=O)OC(C)(C)C)CC1=CC=C(C=C1)B1OC(C(O1)(C)C)(C)C tert-Butyl (2S)-2-(tert-butoxycarbonylamino)-3-[4-(4,4,5,5-tetramethyl-1,3,2-dioxaborolan-2-yl)phenyl]propanoate